CC(C=1C(=CC=CC1)C(=O)N)SSC1=NC=CC=C1 alpha-methyl-alpha-(2-pyridyldithio)toluamide